BrC1=C2CC[C@@H](C2=CC=C1)O[Si](C)(C)C(C)(C)C ((S)-4-bromo-indan-1-yloxy)-tert-butyl-dimethyl-silane